N-formylmorpholine C(=O)N1CCOCC1